O1CCN(CC1)CC1C(C(CS1)O)O 5-(morpholinomethyl)tetrahydrothiophene-3,4-diol